CN(C=1C=C(C=CC1)S(/C=C/CNC(=O)C=1C(NC=2CCCCC2C1)=O)(=O)=N)C N-[(2E)-3-{[3-(dimethylamino)phenyl](imino)oxo-λ6-sulfanyl}prop-2-en-1-yl]-2-oxo-1,2,5,6,7,8-hexahydroquinoline-3-carboxamide